C(C)(C)(C)OC(=O)N[C@@H](CC1CC(N(C1=O)C(=O)OC(C)(C)C)(C)C)CO tert-butyl 4-{{S}-2-((tert-butoxycarbonyl)amino)-3-hydroxypropyl}-2,2-dimethyl-5-oxopyrrolidine-1-carboxylate